C(C=C)(=O)N(CCCCN(CC=C)C(C=C)=O)CC=C N,N'-bisacryloyl-N,N'-bisallyl-1,4-butanediamine